8-oxatricyclo[3.2.1.02,4]Octane-6-carboxylic acid C12C3CC3C(C(C1)C(=O)O)O2